1-bromo-3-fluoro-2-iodo-4-(trifluoromethoxy)benzene BrC1=C(C(=C(C=C1)OC(F)(F)F)F)I